2-{3-[(3S,5R)-3-cyclopropyl-5-methylpiperazin-1-yl]-1,2,4-triazin-6-yl}-5-(2-methoxypyridin-4-yl)phenol C1(CC1)[C@H]1CN(C[C@H](N1)C)C=1N=NC(=CN1)C1=C(C=C(C=C1)C1=CC(=NC=C1)OC)O